CC(C(C)(C)[NH-])C dimethyl-(t-butylamide)